[5-methyl-1-(4-piperidyl)pyrazol-4-yl]-4-[(1R)-1-(2-pyridyl)ethoxy]pyrazolo[1,5-a]pyridine-3-carbonitrile CC1=C(C=NN1C1CCNCC1)C1=NN2C(C(=CC=C2)O[C@H](C)C2=NC=CC=C2)=C1C#N